OC=1C=C2C=C(N(C2=CC1)C(=O)OC(C)(C)C)C=1C(=NC(=CC1)N1C[C@H](CCC1)OC)[N+](=O)[O-] t-Butyl 5-hydroxy-2-{6-[(3S)-3-methoxypiperidin-1-yl]-2-nitropyridin-3-yl}-1H-indole-1-carboxylate